(S)-1-(2-chloro-6,7-dihydro-5H-cyclopenta[d]pyrimidin-4-yl)-7'-(3,5-difluorophenyl)dihydro-1'H,3'H,5'H-spiro[piperidine-4,2'-pyrazolo[1,2-a]pyrazol]-1'-one ClC=1N=C(C2=C(N1)CCC2)N2CCC1(CN3N([C@@H](CC3)C3=CC(=CC(=C3)F)F)C1=O)CC2